FC(C)(F)C1=NC(=CC(=N1)N1CC2(C=3C=NC(=CC31)NC(C)=O)CC2)NC N-(1'-(2-(1,1-difluoroethyl)-6-(methylamino)pyrimidin-4-yl)-1',2'-dihydrospiro[cyclopropane-1,3'-pyrrolo[3,2-c]pyridin]-6'-yl)acetamide